C(C)(C)(C)OC(N=[S@@](=O)(C)C1=CC(=CC=C1)NC(C1=C(C(=CC=C1OC=1C(=NC(=CC1)F)C)C(F)(F)F)F)=O)=O.C(C)OC(=O)N1C(C=CC1=O)=O N-(ethoxycarbonyl)maleimide tert-butyl-(R)-((3-(2-fluoro-6-((6-fluoro-2-methylpyridin-3-yl)oxy)-3-(trifluoromethyl)benzamido)phenyl)(methyl)(oxo)-λ6-sulfaneylidene)carbamate